4-methoxy-6-(1-methyl-1H-pyrazol-4-yl)pyrazolo[1,5-a]pyrazine COC=1C=2N(C=C(N1)C=1C=NN(C1)C)N=CC2